tert-butyl (3'R)-5',5'-difluoro-4-methyl-2-oxo[1,3'-bipiperidine]-1'-carboxylate FC1(C[C@H](CN(C1)C(=O)OC(C)(C)C)N1C(CC(CC1)C)=O)F